O1CCCC2=CC(=CC=C12)C1=C(NC2=NC=C3C(=C21)N(C(N3C)=O)C(C)C)C=3C=NN(C3)CC(C)(C)O 8-(Chroman-6-yl)-7-(1-(2-hydroxy-2-methylpropyl)-1H-pyrazol-4-yl)-1-isopropyl-3-methyl-3,6-dihydroimidazo[4,5-d]pyrrolo[2,3-b]pyridin-2(1H)-on